6-[5-[(6S)-6-aminospiro[4,6-dihydrocyclopenta[d]thiazole-5,4'-piperidin]-1'-yl]pyrazin-2-yl]sulfanyl-5-chloro-3-(2-hydroxy-2-methyl-propyl)quinazolin-4-one N[C@@H]1C2=C(N=CS2)CC12CCN(CC2)C=2N=CC(=NC2)SC=2C(=C1C(N(C=NC1=CC2)CC(C)(C)O)=O)Cl